ClC1=C(C=C(C=C1)C(F)(F)F)N1CC2CNCC2C1 N-[2-chloro-5-(trifluoromethyl)phenyl]hexahydropyrrolo[3,4-c]pyrrole